((1r,4r)-4-(2-(1H-imidazol-1-yl)-5H-pyrrolo[3,2-d]pyrimidine-4-carboxamido)cyclohexyl)carbamic acid tert-butyl ester C(C)(C)(C)OC(NC1CCC(CC1)NC(=O)C=1C2=C(N=C(N1)N1C=NC=C1)C=CN2)=O